OC1C(CC1)(C(=O)O)C(=O)O hydroxycyclobutanedicarboxylic acid